CC1=C(C(=CC(=C1)CS(=O)(=O)CCCCCCCC)CS(=O)(=O)CCCCCCCC)O 2-methyl-4,6-di-(octylsulfonylmethyl)phenol